5-(2,2,2-trifluoro-1-methyloxyethyl)-[2,3'-bipyridine]-4',6'-diamine FC(C(OC)C=1C=CC(=NC1)C=1C=NC(=CC1N)N)(F)F